C1=NC2=C(C(=O)N1)N=CN2[C@H]3[C@@H]([C@@H]([C@H](O3)COP(=O)(O)O)O)O 5'-Inosine monophosphate